C(CCCCCCC#N)#N octandinitril